1-((oxetan-2-yl)methyl)-1H-benzo[d]imidazole-6-carboxylic acid tert-butyl Ester C(C)(C)(C)OC(=O)C=1C=CC2=C(N(C=N2)CC2OCC2)C1